(2-(2,6-dioxopiperidin-3-yl)-4-fluoro-3-oxoisoindolin-5-yl)methyl(3-chloro-4-methylphenyl)carbamate O=C1NC(CCC1N1CC2=CC=C(C(=C2C1=O)F)OC(N(C1=CC(=C(C=C1)C)Cl)C)=O)=O